N1-(2-(dimethylamino)ethyl)-5-methoxy-N4-(4-(5-(2-methoxyethoxy)-1H-indol-1-yl)pyrimidin-2-yl)-N1-methylbenzene-1,2,4-triamine CN(CCN(C=1C(=CC(=C(C1)OC)NC1=NC=CC(=N1)N1C=CC2=CC(=CC=C12)OCCOC)N)C)C